CN(CCN(C1=C(C=C(C=C1)NC=1N=C(C2=C(N1)NC=C2F)C2=CN(C1=CC=CC=C21)C)[N+](=O)[O-])C)C N1-(2-(dimethylamino)ethyl)-N4-(5-fluoro-4-(1-methyl-1H-indol-3-yl)-7H-pyrrolo[2,3-d]pyrimidin-2-yl)-N1-methyl-2-nitrobenzene-1,4-diamine